8-Chloro-7-fluoro-10a-(3-methoxyphenyl)-9-(4,4,5,5-tetramethyl-1,3,2-dioxaborolan-2-yl)-3,4,10,10a-tetrahydropyrazino[1,2-a]indole ClC1=C(C=2CC3(N(C2C=C1F)CCN=C3)C3=CC(=CC=C3)OC)B3OC(C(O3)(C)C)(C)C